C(C)(C)OC=1N=CC=2N(C1)C(=CN2)C2=CC=CC(=N2)N[C@H]2CNCCC2 (R)-6-(6-isopropoxyimidazo[1,2-a]pyrazin-3-yl)-N-(piperidin-3-yl)pyridin-2-amine